C(CC)(=O)OCCC1=CC(=CC=C1)C1C(CCCC1)O 3-(2-hydroxycyclohexyl)phenethyl alcohol propionate